NC1=NC2=C(C3=CN=CC=C13)C=C(C=C2)C(=O)N(C2COC1=C2C=CC(=C1)C=1C=NN(C1)C)CC1CC1 5-amino-N-(cyclopropylmethyl)-N-(6-(1-methyl-1H-pyrazol-4-yl)-2,3-dihydrobenzofuran-3-yl)benzo[c][2,6]naphthyridin-9-carboxamide